C1(CCCCC1)C(OC(C(=O)N)(C1CCCCC1)C1CCCCC1)(C(=O)N)C1CCCCC1 tetracyclohexyl-3-oxaglutaramide